C(CCCCCCC\C=C/CCCCCCCC)(=O)[O-].C(CCCCCCC\C=C/CCCCCCCC)(=O)[O-].C(CC)[Sn+2]CCC dipropyltin dioleate